SCC(SCC)CSCC(SCC)CS 4,8-bis(mercaptomethyl)-3,6,9-Trithiaundecane